1-azido-13-oxo-3,6,9-trioxa-12-azaheptadecan-17-oic acid N(=[N+]=[N-])CCOCCOCCOCCNC(CCCC(=O)O)=O